BrC1=C2C=CC3=C(C=C(C4=CC=C(C=C1)C2=C43)C4=CC=CC=C4)C4=CC=CC=C4 6-bromo-1,3-diphenylpyrene